ClC=1C=CC(=NC1)C=1N=C2N(C=CC=C2)C1CN1C2CN(C(C1)CC2)C(=O)C2=NC(=CC=C2)OC (+)-(5-{[2-(5-Chloropyridin-2-yl)imidazo[1,2-a]pyridin-3-yl]methyl}-2,5-diazabicyclo[2.2.2]oct-2-yl)(6-methoxypyridin-2-yl)methanone